OC1=C(C=CC(=C1)C=CC)O 2-hydroxy-4-(1-propenyl)phenol